trans-N1-(5-(3-ethylimidazo[1,2-a]pyrimidin-6-yl)pyrrolo[2,1-f][1,2,4]triazin-2-yl)-N3,N3-dimethylcyclobutane-1,3-diamine C(C)C1=CN=C2N1C=C(C=N2)C=2C=CN1N=C(N=CC12)N[C@@H]1C[C@H](C1)N(C)C